(S)-(1-cyclopropyl-1H-pyrazol-5-yl)(4-(7-fluorobenzo[d]oxazol-2-yl)-6,7-dihydro-1H-imidazo[4,5-c]pyridin-5(4H)-yl)methanone C1(CC1)N1N=CC=C1C(=O)N1[C@@H](C2=C(CC1)NC=N2)C=2OC1=C(N2)C=CC=C1F